FC(C#N)CF 2,3-difluoropropionitrile